N-Methyl-N-guanylglycine CN(CC(=O)O)C(N)=N